(2-((1-(3,3-difluorocyclobutyl)-1H-pyrazol-4-yl)amino)-5-methylpyrimidin-4-yl)benzoic acid FC1(CC(C1)N1N=CC(=C1)NC1=NC=C(C(=N1)C1=C(C(=O)O)C=CC=C1)C)F